tert-butyl 6-(3-(4-chlorobenzyl) ureido)-2-azaspiro[3.3]heptane-2-carboxylate ClC1=CC=C(CNC(NC2CC3(CN(C3)C(=O)OC(C)(C)C)C2)=O)C=C1